1-[4-(1-fluoro-7-phenyl-3,8,9,10-tetrahydrocyclohepta[e]indazol-6-yl)phenyl]piperidine-4-carbaldehyde FC1=NNC=2C=CC3=C(C12)CCCC(=C3C3=CC=C(C=C3)N3CCC(CC3)C=O)C3=CC=CC=C3